(R)-methyl 3-(5-(benzyloxy)pyridin-3-yl)-4,5,6,7-tetrahydro-1H-indazole-6-carboxylate C(C1=CC=CC=C1)OC=1C=C(C=NC1)C1=NNC=2C[C@@H](CCC12)C(=O)OC